ClC=1C=C(C=NC1OC)C=1C=NCCC1 5'-chloro-6'-methoxy-5,6-dihydro-[3,3'-bipyridine]